2-iodo-N-(p-trifluoromethylphenyl)benzamide IC1=C(C(=O)NC2=CC=C(C=C2)C(F)(F)F)C=CC=C1